[B-](F)(F)(F)F.C1CN(C[NH+]1C23CC4CC(C2)CC(C4)C3)C56CC7CC(C5)CC(C7)C6 1,3-bis(1-adamantyl)imidazolinium tetrafluoroborate